ClC1=CC2=C(C3=CC=CC=C3C(=C2C=C1)C1=CC=CC=C1)C1=CC=CC=C1 2-Chloro-9,10-diphenylanthracene